FC=1C=C(C=CC1)C#CC=1C=C2CCC(C2=CC1C)N1CC(C1)(O)C [5-[2-(3-fluorophenyl)ethynyl]-6-methyl-indan-1-yl]-3-methyl-azetidin-3-ol